acetoacetic acid triethylamine salt C(C)N(CC)CC.C(CC(=O)C)(=O)O